5-((4-chlorophenyl)thio)-1H-1,2,3-triazole-4-carboxylic acid ClC1=CC=C(C=C1)SC1=C(N=NN1)C(=O)O